C=C1C(NC(C(N1)=O)=CC=1N=C(NC1C(C)C)C(CC)C1CNCCN1)=O methylene-6-((5-isopropyl-1-(3-piperazinyl)propylimidazol-4-yl)methylene)piperazine-2,5-dione